ClCCOCC 1-chloro-2-ethyloxyethane